N-(2-ethylhexyl)-2-ethyl-3-tert-butylcarbonyloxy-pyridin-4-one C(C)C(CN1C(=C(C(C=C1)=O)OC(=O)C(C)(C)C)CC)CCCC